1-fluoro-5,6,8,9-tetrahydro-7H-5,9-propanobenzo[7]annulene-7,11-dione FC1=CC=CC2=C1C1CC(CC2CC(C1)=O)=O